N-(3-chloro-4-methoxyphenyl)-4-(5-methyl-2-oxo-2,3-dihydro-1H-1,3-benzodiazol-1-yl)piperidine-1-carboxamide 3-D-galactopyranosyl-D-gluconate C1([C@H](O)[C@@H](O)[C@@H](O)[C@H](O1)CO)[C@]([C@H](C(=O)O)O)(O)[C@H](O)[C@H](O)CO.ClC=1C=C(C=CC1OC)NC(=O)N1CCC(CC1)N1C(NC2=C1C=CC(=C2)C)=O